aminogluconate N[C@@](C(=O)[O-])(O)[C@@H](O)[C@H](O)[C@H](O)CO